ClC1=C2C=NNC2=CC=C1NC1=NN(C=2C1=NC=CC2)C=2C=C(C=CC2)NC(=O)C=2C=NN(C2)C N-(3-(3-((4-chloro-1H-indazol-5-yl)amino)-1H-pyrazolo[4,3-b]pyridin-1-yl)phenyl)-1-methyl-1H-pyrazole-4-carboxamide